ClC1=C2C(=CC(=CC2=CC=C1)O)C1=C(C=2N=C(N=C(C2C=N1)N1CCOCCC1)OC[C@]12[C@H](N(CCC1)C)CCC2)F 5-chloro-4-(8-fluoro-2-(((4aS,7aR)-1-methyloctahydro-4aH-cyclopenta[b]pyridin-4a-yl)methoxy)-4-(1,4-oxazepan-4-yl)pyrido[4,3-d]pyrimidin-7-yl)naphthalen-2-ol